ClC1=NC=C(C(=C1)C1=C(C=NC(=C1)C)C(=O)NC=1SC=2C(=NC=C(C2)[C@@H]2COCC2)N1)OC |o1:25| (R or S)-2'-chloro-5'-methoxy-6-methyl-N-(6-(tetrahydrofuran-3-yl)thiazolo[4,5-b]pyridin-2-yl)-[4,4'-bipyridine]-3-carboxamide